6-(methoxycarbonyl)pyrazine-2-thiol COC(=O)C1=CN=CC(=N1)S